FC1=C(OC(C(=O)OCC)(C)C)C=CC(=C1)CN1CCN(CC1)CC1=CC=C(C=C1)C(F)(F)F Ethyl 2-(2-fluoro-4-((4-(4-(trifluoromethyl) benzyl) piperazin-1-yl) methyl) phenoxy)-2-methylpropionate